NCCCOCCOCCOCCCNC(CCCC[C@@H]1SC[C@@H]2NC(N[C@@H]21)=O)=O N-(3-(2-(2-(3-aminopropoxy)ethoxy)ethoxy)propyl)-5-((3aS,4S,6aR)-2-oxohexahydro-1H-thieno[3,4-d]imidazol-4-yl)pentanamide